(2-amino-3-(3-(4-(3-fluorobenzyl)benzyl)isoxazol-5-yl)pyridin-1-ium-1-yl)methyl hydrogen phosphate P(=O)(OC[N+]1=C(C(=CC=C1)C1=CC(=NO1)CC1=CC=C(C=C1)CC1=CC(=CC=C1)F)N)(O)[O-]